[Ni](Cl)Cl.C1(=CC=CC=C1)P([C-]1C=CC=C1)C1=CC=CC=C1.[C-]1(C=CC=C1)P(C1=CC=CC=C1)C1=CC=CC=C1.[Fe+2] [1,1'-bis(diphenylphosphino)ferrocene] nickel (II) dichloride